C(CCCCCCC\C=C/C\C=C/CCCCC)N(NCCCCN1CCCC1)CCCCCCCC\C=C/C\C=C/CCCCC 1-(4-(2,2-bis((9z,12z)-octadeca-9,12-dien-1-yl)hydrazino)butyl)pyrrolidine